Benzo[d][1,3]dioxole-2,2-d2 O1C(OC2=C1C=CC=C2)([2H])[2H]